4-[2-ethyl-4-(3-methylphenyl)thiazole-5-yl]pyridine C(C)C=1SC(=C(N1)C1=CC(=CC=C1)C)C1=CC=NC=C1